ClC=1C(=NC(=NC1)NC1CCOCC1)C=1C=C2C(=NC1)CN(C2=O)CC(=O)N2CCC1=C(C(C2)C)C=CC=C1 3-{5-chloro-2-[(oxan-4-yl)amino]pyrimidin-4-yl}-6-[2-(1-methyl-2,3,4,5-tetrahydro-1H-3-benzazepin-3-yl)-2-oxoethyl]-5H,6H,7H-pyrrolo[3,4-b]pyridin-5-one